4-chloro-2'-(methylthio)-2,3,5',8'-tetrahydro-6'H-spiro[indene-1,7'-quinazolin]-4'-yl trifluoromethanesulfonate FC(S(=O)(=O)OC1=NC(=NC=2CC3(CCC12)CCC1=C(C=CC=C13)Cl)SC)(F)F